2-(2-(3-(4-cyano-2-fluorophenyl)ureido)ethyl)-2H-indazole-3-carboxamide C(#N)C1=CC(=C(C=C1)NC(NCCN1N=C2C=CC=CC2=C1C(=O)N)=O)F